C(C)(C)(C)OC(=O)N1CC2=C(C1)CN(C2)C2=NC=CC(=C2F)CO 2-[3-Fluoro-4-(hydroxymethyl)-2-pyridinyl]-1,3,4,6-tetrahydropyrrolo[3,4-c]pyrrole-5-carboxylic acid tert-butyl ester